1-(pyrimidin-2-yl)-N-(thiazolo[4,5-c]pyridin-2-ylmethyl)ethan-1-amine N1=C(N=CC=C1)C(C)NCC=1SC2=C(C=NC=C2)N1